5-chloro-2-hydroxychalcone ClC=1C=CC(=C(C1)\C=C\C(=O)C1=CC=CC=C1)O